1-(4-(piperidin-4-yloxy)naphthalen-1-yl)piperazine N1CCC(CC1)OC1=CC=C(C2=CC=CC=C12)N1CCNCC1